CC1CC(CC1)O racemic-3-methylcyclopentanol